NCCSCC=1N=CNC1C 4-[[(2-aminoethyl)thio]methyl]-5-methylimidazole